3-((4-(bis(4-chlorophenyl)methyl)piperazin-1-yl)methyl)-N-methyl-N-((1-methylpyrrolidin-2-yl)methyl)-4-(trifluoromethyl)aniline ClC1=CC=C(C=C1)C(N1CCN(CC1)CC=1C=C(N(CC2N(CCC2)C)C)C=CC1C(F)(F)F)C1=CC=C(C=C1)Cl